4-(2-propenoyl-1,2,3,4-tetrahydro-1,4-methyleneisoquinolin-5-yl)-5-fluoro-2-methyl-1H-indole-7-carboxamide C(C=C)(=O)N1C2C3=CC=CC(=C3C(C1)C2)C2=C1C=C(NC1=C(C=C2F)C(=O)N)C